OC1=C(C(=CC(=C1)C(F)(F)F)C)C=1C=CC=2C(N1)=NN(C2OC)[C@H]2CCC(N(C2)C)=O (s)-5-(6-(2-hydroxy-6-methyl-4-(trifluoromethyl)phenyl)-3-methoxy-2H-pyrazolo[3,4-b]pyridin-2-yl)-1-methylpiperidin-2-one